NC1=C(C(=NN1C1CC(C1)(C)O)C1=CC=C2C(=C(C(=NC2=C1)C1=CC=CC=C1)F)OC)C#N 5-amino-3-(3-fluoro-4-methoxy-2-phenylquinolin-7-yl)-1-((1s,3s)-3-hydroxy-3-methylcyclobutyl)-1H-pyrazole-4-carbonitrile